N=1C(=CN2C1C1=CN=CC=C1CC2)C2=CC=C(C=C2)CO (4-(5,6-Dihydroimidazo[2,1-a][2,7]naphthyridin-2-yl)phenyl)methanol